2-(1-Ethoxyvinyl)-5-(5-methyl-1H-1,2,4-triazol-1-yl)pyridine C(C)OC(=C)C1=NC=C(C=C1)N1N=CN=C1C